6-methyl-2-(1-methyl-1H-imidazol-4-yl)-N-(3-(4'-(trifluoromethoxy)-[1,1'-biphenyl]-4-yl)propyl)thieno[2,3-d]pyrimidin-4-amine CC1=CC2=C(N=C(N=C2NCCCC2=CC=C(C=C2)C2=CC=C(C=C2)OC(F)(F)F)C=2N=CN(C2)C)S1